4-formyl-benzamide C(=O)C1=CC=C(C(=O)N)C=C1